3-(4-((4-(4-(4-(3-amino-6-(2-hydroxyphenyl)pyridazin-4-yl)phenyl)piperidin-1-yl)cyclohexyl)amino)-1-oxoisoindolin-2-yl)piperidine-2,6-dione NC=1N=NC(=CC1C1=CC=C(C=C1)C1CCN(CC1)C1CCC(CC1)NC1=C2CN(C(C2=CC=C1)=O)C1C(NC(CC1)=O)=O)C1=C(C=CC=C1)O